CN1CC(NCCC1)=O 4-methyl-1,4-diazepan-2-one